C(C1=CC=CC=C1)N1CCC(=C(C1)N(C(CC)=O)CC1=CC=C(C=C1)OC)C(=O)OCC Ethyl 1-benzyl-5-(N-(4-methoxybenzyl) propionamido)-1,2,3,6-tetrahydropyridine-4-carboxylate